C(CC=C)C1(OC2=CC(=CC=C2C(C1)=O)C(F)(F)F)C 2-(but-3-en-1-yl)-2-methyl-7-(trifluoromethyl)chroman-4-one